methyl 2-(4-fluoro-3-methylphenyl)-2-methylpropanoate FC1=C(C=C(C=C1)C(C(=O)OC)(C)C)C